C(CCCCC)N.[Zr] zirconium hexylamine